5-fluoro-N-(5-((hexahydropyrrolo[3,4-c]pyrrol-2(1H)-yl)methyl)pyridin-2-yl)pyrimidin FC=1C=NCN(C1)C1=NC=C(C=C1)CN1CC2CNCC2C1